(D)-(+)-1-phenylethylamine C1(=CC=CC=C1)C(C)N